N[C@@H](C)C=1N(S(C2=C(C1)C=CC=C2Cl)(=O)=O)C2=CC=CC=C2 (S)-3-(1-aminoethyl)-8-chloro-2-phenyl-2H-benzo[e][1,2]thiazine 1,1-dioxide